5-(2,4-difluorophenyl)thiophen-2-amine FC1=C(C=CC(=C1)F)C1=CC=C(S1)N